[4-bromo-1-(2,2-difluoroethyl)-6-nitrobenzo[d]imidazol-5-yl](2-chloro-5-fluorophenyl)methanone BrC1=C(C(=CC=2N(C=NC21)CC(F)F)[N+](=O)[O-])C(=O)C2=C(C=CC(=C2)F)Cl